(1aS,5aS)-2-(4-Cyano-pyridin-2-yl)-1a,2,5,5a-tetrahydro-1H-2,3-diaza-cyclopropa[a]pentalene-4-carboxylic Acid ((S)-3,3,3-Trifluoro-1-hydroxymethyl-propyl)-amide FC(C[C@@H](CO)NC(=O)C=1C=2C[C@H]3[C@@H](C2N(N1)C1=NC=CC(=C1)C#N)C3)(F)F